NC1CCC2(CC3(N(C(N(C3=O)C)=O)CC3COC3)C2)CC1 10-Amino-2-methyl-4-(oxetan-3-ylmethyl)-2,4-diazadispiro[4.1.57.15]tridecane-1,3-dione